5α-androstane-3β,17β-diol C[C@@]12[C@H](CC[C@H]1[C@@H]1CC[C@H]3C[C@H](CC[C@]3(C)[C@H]1CC2)O)O